Diethyl-3,5-di-t-butyl-4-hydroxybenzylphosphonate C(C)C(C1=CC(=C(C(=C1)C(C)(C)C)O)C(C)(C)C)(P([O-])([O-])=O)CC